((2-(allyloxy)-4-fluorophenyl)amino)-5-(trifluoromethyl)-benzoic acid methyl ester COC(C1=C(C=CC(=C1)C(F)(F)F)NC1=C(C=C(C=C1)F)OCC=C)=O